6-(trifluoromethyl)pyridine-carbaldehyde FC(C1=CC=CC(=N1)C=O)(F)F